(3-fluoro-5-(trifluoromethyl)phenyl)-N2-isopropyl-N4-(3-(methylsulfonyl)phenyl)-1,3,5-triazine-2,4-diamine FC=1C=C(C=C(C1)C(F)(F)F)C1=NC(=NC(=N1)NC(C)C)NC1=CC(=CC=C1)S(=O)(=O)C